Benzyl N-[(1R,3R)-3-[7-bromo-4-[(2,4-dimethoxyphenyl)methylamino]-3-[4-[[4-(trifluoro-methyl)-2-pyridyl]carbamoyl]phenyl]pyrazolo[4,3-c]pyridin-1-yl]cyclohexyl]carbamate BrC=1C2=C(C(=NC1)NCC1=C(C=C(C=C1)OC)OC)C(=NN2[C@H]2C[C@@H](CCC2)NC(OCC2=CC=CC=C2)=O)C2=CC=C(C=C2)C(NC2=NC=CC(=C2)C(F)(F)F)=O